fluoro-5-(3-(1-methyl-1H-pyrazol-4-yl)-1H-pyrazolo[3,4-c]pyridin-5-yl)-1,2,3,4-tetrahydronaphthalen-1-amine FC1(CCCC2=C(C=CC=C12)C=1C=C2C(=CN1)NN=C2C=2C=NN(C2)C)N